E-3,3-dimethyl-1-cyclohexaneacetaldehyde CC1(CC(CCC1)CC=O)C